((3-Methyloxolan-3-yl)methoxy)(methylthio)methane CC1(COCC1)COCSC